5-(3,5-dimethylpiperazin-1-yl)-2-(2,6-dioxopiperidin-3-yl)-6-fluoroisoindoline-1,3-dione CC1CN(CC(N1)C)C=1C=C2C(N(C(C2=CC1F)=O)C1C(NC(CC1)=O)=O)=O